C1(=CCCC1)C=1C(C(=C2COCCN2C1C)C(=O)NC1=CC=C(C=C1)OC1=CC=NC2=CC(=C(N=C12)OC)OC)=O 7-(Cyclopenten-1-yl)-N-[4-[(6,7-dimethoxy-1,5-naphthyridin-4-yl)oxy]phenyl]-6-methyl-8-oxo-3,4-dihydro-1H-pyrido[2,1-c][1,4]oxazine-9-carboxamide